C1(=CC=C(C=C1)C=CC(=O)OC)C=CC(=O)OC dimethyl 1,4-benzenediacrylate